FC1=C(C=CC=C1)CC(=O)[O-] 2-(2-fluorophenyl)acetate